2,4,7-trimethyloct-6-en-1-ol CC(CO)CC(CC=C(C)C)C